The molecule is a phenolate anion that is the conjugate base of 4-O-methylxanthohumol, obtained by deprotonation of the 1-hydroxy group. It is the major microspecies at pH 7.3 (according to Marvin v 6.2.0.). It is a conjugate base of a 4-O-methylxanthohumol. CC(=CCC1=C(C(=C(C=C1O)OC)C(=O)/C=C/C2=CC=C(C=C2)OC)[O-])C